C1(CC1)C=1N=CC=2N(C1)C=C(N2)C(=O)OCC ethyl 6-cyclopropylimidazo[1,2-a]pyrazine-2-carboxylate